pyrimidin-4,6-diol N1=CN=C(C=C1O)O